N-Benzyl-3-benzyl-oxy-N-methyl-cyclobutanamine C(C1=CC=CC=C1)N(C1CC(C1)OCC1=CC=CC=C1)C